N-Boc-D-cyclohexylglycinol CC(C)(C)OC(=O)N[C@@H](CO)C1CCCCC1